BrC=1C=C2C(N(C(=NC2=CC1)[C@@H](CCC)N1CCN(C[C@@H](C1)CC)C)CC)=O 6-bromo-3-ethyl-2-((R)-1-((S)-6-ethyl-4-methyl-1,4-diazepan-1-yl)butyl)quinazolin-4(3H)-one